aminochromene NC1OC2=CC=CC=C2C=C1